C(C)C=1C=2C3=CN=C(C(O[C@@H](C4=CC(=CC=C4C4=NN=CN4CC2ON1)F)C)=C3)N (19R)-3-ethyl-16-fluoro-19-methyl-5,20-dioxa-4,8,10,11,23-pentaazapentacyclo[19.3.1.02,6.08,12.013,18]pentacosa-1(24),2(6),3,9,11,13,15,17,21(25),22-decaen-22-amine